CN1C=NC2=C1C(=C(C=C2C2=CC=C(C=C2)OC(F)(F)F)CNC(C=C)=O)[S@](=O)(=N)C (S)-N-((1-methyl-7-(S-methylsulfonimidoyl)-4-(4-(trifluoromethoxy)phenyl)-1H-benzo[d]imidazol-6-yl)methyl)acrylamide